2-(1H-indole-3-yl)aniline N1C=C(C2=CC=CC=C12)C1=C(N)C=CC=C1